C(#N)C1CC2(C1)CC(N(CC2)CC2=C1C=CNC1=C(C=C2OC)C)C2=CC=C(C(=O)NC(C)C1COC1)C=C2 4-(2-cyano-7-((5-methoxy-7-methyl-1H-indol-4-yl)methyl)-7-azaspiro[3.5]nonan-6-yl)-N-(1-(oxetan-3-yl)ethyl)benzamide